3-chloro-4-((3aR,4R,6aS)-4-(dimethylamino)hexahydrocyclopenta[c]pyrrol-2(1H)-yl)-2,6-difluoro-N-(6-fluoropyridin-2-yl)benzenesulfonamide ClC=1C(=C(C(=CC1N1C[C@@H]2[C@H](C1)[C@@H](CC2)N(C)C)F)S(=O)(=O)NC2=NC(=CC=C2)F)F